2-(1-(2-Cyclopropyl-4-phenoxypyrimidine-5-carbonyl)-2-methylazetidin-3-ylidene)acetonitrile C1(CC1)C1=NC=C(C(=N1)OC1=CC=CC=C1)C(=O)N1C(C(C1)=CC#N)C